2-bromo-6-{[(2S)-1-(1H-tetrazol-1-yl)propan-2-yl]oxy}pyrazine BrC1=NC(=CN=C1)O[C@H](CN1N=NN=C1)C